ClC1=C(N=C(NC1=O)C1=CC=NC=C1)N1CCC(CC1)C#N 1-[5-chloro-6-oxo-2-(4-pyridyl)-1H-pyrimidin-4-yl]piperidine-4-carbonitrile